3H,4H,5H,6H,7H-PYRIMIDO[4,5-B][1,4]OXAZINE-4,6-DIONE N1=CNC(C2=C1OCC(N2)=O)=O